tert-butyl 4-[(4S)-4-amino-5-benzyloxy-3,3-dimethyl-5-oxo-pentyl]piperazine-1-carboxylate N[C@@H](C(CCN1CCN(CC1)C(=O)OC(C)(C)C)(C)C)C(=O)OCC1=CC=CC=C1